3-(((R)-7-((2S,4R)-2-(2,5-Difluorophenyl)-4-(methylamino)piperidine-1-carbonyl)-7-azaspiro[4.5]decan-10-yl)methyl)-6-(o-tolyl)pyrimidin-4(3H)-one FC1=C(C=C(C=C1)F)[C@H]1N(CC[C@H](C1)NC)C(=O)N1CC2(CCCC2)[C@@H](CC1)CN1C=NC(=CC1=O)C1=C(C=CC=C1)C